1,2-dihydroxy-6-methylcyclohexa-3,5-dienecarboxylic acid OC1(C(C=CC=C1C)O)C(=O)O